6-(Cyclopropanecarboxamido)-4-((1-ethyl-3,3-difluoro-7-methoxy-2-oxoindolin-6-yl)amino)-N-methylnicotinamide C1(CC1)C(=O)NC1=NC=C(C(=O)NC)C(=C1)NC1=CC=C2C(C(N(C2=C1OC)CC)=O)(F)F